N-(4-{[6-(5-chloro-2-fluorophenyl)-3-methanesulfonylpyridazin-4-yl]amino}pyridin-2-yl)prop-2-enamide ClC=1C=CC(=C(C1)C1=CC(=C(N=N1)S(=O)(=O)C)NC1=CC(=NC=C1)NC(C=C)=O)F